(R)-2-amino-5-(3-((4,6-dimethoxy-5-(5-((3,3,6-trimethyl-2,3-dihydro-1H-inden-5-yl)oxy)furan-2-carboxamido)pyrimidin-2-yl)thio)propanamido)pentanoic acid N[C@@H](C(=O)O)CCCNC(CCSC1=NC(=C(C(=N1)OC)NC(=O)C=1OC(=CC1)OC=1C=C2C(CCC2=CC1C)(C)C)OC)=O